FC1=C(C=CC(=C1)F)C1=NC(=CC2=C1N=C(N(C2=O)C)C)N2C[C@H](OCC2)C=2C=NN(C2)C 8-(2,4-difluorophenyl)-2,3-dimethyl-6-[(2R)-2-(1-methylpyrazol-4-yl)morpholin-4-yl]pyrido[3,4-d]pyrimidin-4-one